C(C[C@@H](C)O)O |r| racemic-1,3-butandiol